5-(4-(2-amino-5-(3,4-dimethoxyphenyl)pyridin-3-yl)phenyl)-N2-methyl-4-oxo-1-((tetrahydro-2H-pyran-4-yl)methyl)-3-(p-tolyl)-1,4-dihydropyridine-2,5-dicarboxamide NC1=NC=C(C=C1C1=CC=C(C=C1)C1(C(C(=C(N(C1)CC1CCOCC1)C(=O)NC)C1=CC=C(C=C1)C)=O)C(=O)N)C1=CC(=C(C=C1)OC)OC